4,4-difluoro-3,5-dimethylpiperidin hydrochloride Cl.FC1(C(CNCC1C)C)F